ClN[C@@H](CCCCN)C(=O)O Chloriolysin